BrCCF 1-Bromo-2-fluoroethane